O=C1NC(CCC1N1C(C2=CC=CC(=C2C1=O)OCC=1N=NN(C1)CCOCCOCCNC(OC(C)(C)C)=O)=O)=O Tert-butyl N-[2-[2-[2-[4-[[2-(2,6-dioxo-3-piperidyl)-1,3-dioxo-isoindolin-4-yl]oxymethyl] triazol-1-yl]ethoxy]ethoxy]ethyl]carbamate